FC1(CC(C1)OS(=O)(=O)C(F)(F)F)F (3,3-difluorocyclobutyl)trifluoromethanesulfonate